Tri(triphenylphosphine) ruthenium (II) chloride [Ru](Cl)Cl.C1(=CC=CC=C1)P(C1=CC=CC=C1)C1=CC=CC=C1.C1(=CC=CC=C1)P(C1=CC=CC=C1)C1=CC=CC=C1.C1(=CC=CC=C1)P(C1=CC=CC=C1)C1=CC=CC=C1